O=S1(N(CC(N1)=O)C12CC(C1)(C2)CN2C(=CC1=CC=CC=C21)C#N)=O 1-[[3-(1,1,4-trioxo-1,2,5-thiadiazolidin-2-yl)-1-bicyclo[1.1.1]pentanyl]methyl]indole-2-carbonitrile